C[C@@H]1CN(C[C@@H](C1)NC1=C2C(=NC=C1C=1OC=C(N1)C)NC=C2)C(CC#N)=O 3-((3S,5R)-3-methyl-5-((5-(4-methyloxazol-2-yl)-1H-pyrrolo[2,3-b]pyridin-4-yl)amino)piperidin-1-yl)-3-oxopropanenitrile